(6-bromo-1-((2-(trimethylsilyl)ethoxy)methyl)-1H-benzo[d]imidazol-4-yl)(morpholino)methanone BrC=1C=C(C2=C(N(C=N2)COCC[Si](C)(C)C)C1)C(=O)N1CCOCC1